tert-butyl 2-[(3-methanesulfonylphenyl)amino]-5H,6H,7H,8H-pyrido[3,4-d]pyrimidine-7-carboxylate CS(=O)(=O)C=1C=C(C=CC1)NC=1N=CC2=C(N1)CN(CC2)C(=O)OC(C)(C)C